O=C[C@H](O)[C@@H](O)C[C@H](O)C 4,6-dideoxy-D-glucose